2-(2-ethoxy-2-oxoethylidene)-3,8-diazabicyclo[3.2.1]octane-8-carboxylate C(C)OC(C=C1C2CCC(CN1)N2C(=O)[O-])=O